CC=1C(CCCC1)(C)C trimethyl-2-cyclohexen